3-((2-Fluoro-5-(trifluoromethyl)benzyl)oxy)azetidine FC1=C(COC2CNC2)C=C(C=C1)C(F)(F)F